FC(C(=O)O)(F)F.NC1=NN2C(N=CC=C2)=C1C(=O)NC(C)C=1C=C(C=2N(C1N1CCC(CC1)C#N)C=NC2Cl)Cl 2-Amino-N-{1-[1,8-dichloro-5-(4-cyanopiperidin-1-yl)imidazo[1,5-a]pyridin-6-yl]ethyl}pyrazolo[1,5-a]pyrimidine-3-carboxamide trifluoroacetate salt